fluoro-4-(((trans-2-phenylcyclopropyl)amino)methyl)piperidine-1-carboxylic acid phenethyl ester C(CC1=CC=CC=C1)OC(=O)N1C(CC(CC1)CN[C@H]1[C@@H](C1)C1=CC=CC=C1)F